C(C)(C)(C)OC(=O)N[C@H](CC1=CC=C(C=C1)[N+](=O)[O-])C(=O)O N-(tert-butoxycarbonyl)-4-nitro-D-phenylalanine